S(=O)(=O)(O)O.CN(C1CC(C1)NS(=O)(=O)CCC)C=1C2=C(N=CN1)NC=C2.CN(C=2C1=C(N=CN2)NC=C1)C1CC(C1)NS(=O)(=O)CCC N-((1S,3S)-3-(methyl(7H-pyrrolo[2,3-d]pyrimidin-4-yl)amino)cyclobutyl)propane-1-sulfonamide hemisulfate salt